(E)-6-(5-((4-(3-(2-(2-acetamidoethyl)-5-ethoxy-4-methoxyphenyl)-3-oxoprop-1-en-1-yl)phenoxy)methyl)thiophen-2-yl)-N-(2-(2,6-dioxopiperidin-3-yl)-1,3-dioxoisoindolin-4-yl)hexanamide C(C)(=O)NCCC1=C(C=C(C(=C1)OC)OCC)C(/C=C/C1=CC=C(OCC2=CC=C(S2)CCCCCC(=O)NC2=C3C(N(C(C3=CC=C2)=O)C2C(NC(CC2)=O)=O)=O)C=C1)=O